4-(2-amino-6-(4-(N,N-dimethylsulfamoyl)phenyl)-4-oxo-4,7-dihydro-3H-pyrrolo[2,3-d]pyrimidin-5-yl)-N-methylbenzamide NC=1NC(C2=C(N1)NC(=C2C2=CC=C(C(=O)NC)C=C2)C2=CC=C(C=C2)S(N(C)C)(=O)=O)=O